CC(CCCCCCC1OCCCO1)O α-methyl-1,3-dioxane-2-heptanol